O1C(=NC2=C1C=CC=C2)NC2=C(N=NC(=C2)Cl)C(=O)NC 4-(benzo[d]oxazol-2-ylamino)-6-chloro-N-methylpyridazine-3-carboxamide